(S)-1-methyl-2-((3-(2-oxo-1-(4-(trifluoromethoxy)phenyl)-1,2-dihydro-3H-imidazo[4,5-b]pyridin-3-yl)pyrrolidin-1-yl)methyl)-1H-imidazole-5-carboxylic acid tert-butyl ester C(C)(C)(C)OC(=O)C1=CN=C(N1C)CN1C[C@H](CC1)N1C(N(C=2C1=NC=CC2)C2=CC=C(C=C2)OC(F)(F)F)=O